1,2-dihydroxyl-3,4-cyclobutenedione OC1=C(C(C1=O)=O)O